C(C)(=O)C1=CC(=C(C=C1)CC(=O)OCC)OCC=1C=C(C2=C(C=C(O2)COC)C1)C1=CC(=CC=C1)CN ethyl 2-(4-acetyl-2-((7-(3-(aminomethyl)phenyl)-2-(methoxymethyl)benzofuran-5-yl)methoxy)phenyl)acetate